4-((1'-(4-(2,6-Dioxopiperidin-3-yl)phenyl)-[4,4'-bipiperidin]-1-yl)methyl)piperidine-1-carboxylic acid tert-butyl ester C(C)(C)(C)OC(=O)N1CCC(CC1)CN1CCC(CC1)C1CCN(CC1)C1=CC=C(C=C1)C1C(NC(CC1)=O)=O